(3S,4R)-4-((1-cyclopropyl-2-(3-((2-methoxy-4-(methylsulfonyl)phenyl)amino)prop-1-yn-1-yl)-1H-indol-4-yl)amino)-3-fluoropiperidine-1-carboxylic acid tert-butyl ester C(C)(C)(C)OC(=O)N1C[C@@H]([C@@H](CC1)NC1=C2C=C(N(C2=CC=C1)C1CC1)C#CCNC1=C(C=C(C=C1)S(=O)(=O)C)OC)F